Azetidin-1-yl-(4-(6-(2,6-dihydroxy-3-nitrobenzoyl)pyrazolo[1,5-a]pyrimidin-2-yl)phenyl)methanone N1(CCC1)C(=O)C1=CC=C(C=C1)C1=NN2C(N=CC(=C2)C(C2=C(C(=CC=C2O)[N+](=O)[O-])O)=O)=C1